FC1=C(CC2=NC3=C(N2CCOC)C=C(C=C3)C(=O)O)C=CC(=C1)C1=NC(=CC=C1)OCC=1N(C(C=CC1)=O)C 2-(2-fluoro-4-(6-((1-methyl-6-oxo-1,6-dihydropyridin-2-yl)methoxy)pyridin-2-yl)benzyl)-1-(2-methoxyethyl)-1H-benzo[d]imidazole-6-carboxylic Acid